(R)-1-(1-((3S,5S)-5-(hydroxymethyl)-1-(4,4,4-trifluorobutyl)pyrrolidin-3-yl)-1,6-dihydroimidazo[4,5-d]pyrrolo[2,3-b]pyridin-2-yl)ethan-1-ol OC[C@@H]1C[C@@H](CN1CCCC(F)(F)F)N1C(=NC=2C1=C1C(=NC2)NC=C1)[C@@H](C)O